(S)-1-(4-chlorophenyl)ethan-1-amine hydrochloride Cl.ClC1=CC=C(C=C1)[C@H](C)N